tert-butyl 2-(4-(1-isopropyl-4-(trifluoromethyl)-1H-imidazol-2-yl) phenyl)pyrrolidine-1-carboxylate C(C)(C)N1C(=NC(=C1)C(F)(F)F)C1=CC=C(C=C1)C1N(CCC1)C(=O)OC(C)(C)C